ClC1=C(C=C(OCC(=O)NC23CCC(CC2)(CC3)NC3=NC=C(N=C3)C(F)(F)F)C=C1)F 2-(4-chloro-3-fluorophenoxy)-N-(4-{[5-(trifluoromethyl)pyrazin-2-yl]amino}bicyclo[2.2.2]octan-1-yl)acetamide